C(CC)C(CO)CCCCC 2-n-propyl-heptan-1-ol